O=C1N(C(C2=CC=CC=C12)=O)C(C(=O)OCC1=CC=CC=C1)C(CC(=O)OC(C)(C)C)(C)C 1-Benzyl 5-tert-butyl 2-(1,3-dioxoisoindolin-2-yl)-3,3-dimethylpentanedioate